C(CCCCCC)N1CC=C(C=C1)C1=CC=NC=C1 1-heptyl-[4,4'-bipyridine]